C1(CC1)N1CCC(CC1)NC1=C2C(=NC=3C=C(C(=CC13)OC)OC)CCC2 1-cyclopropyl-N-{6,7-dimethoxy-1H,2H,3H-cyclopenta[b]quinolin-9-yl}piperidin-4-amine